tert-butyl (S,E)-2-(2-(N-(tert-butoxycarbonyl)sulfamoyl)vinyl)-2-methylpyrrolidine-1-carboxylate C(C)(C)(C)OC(=O)NS(=O)(=O)/C=C/[C@]1(N(CCC1)C(=O)OC(C)(C)C)C